(1R,2S,5S)-2-((6-(5-((((cyclobutylmethyl)(methyl)carbamoyl)oxy)methyl)-1-methyl-1H-1,2,3-triazol-4-yl)-2-methylpyridin-3-yl)oxy)bicyclo[3.1.0]hexane-6-carboxylic acid C1(CCC1)CN(C(=O)OCC1=C(N=NN1C)C1=CC=C(C(=N1)C)O[C@@H]1[C@H]2C([C@H]2CC1)C(=O)O)C